FC(C1(CCC1)C(=O)N1C[C@H]2OC3=C([C@@H]1C2)C=NC=C3C#N)(F)F (2S,5S)-4-[1-(trifluoromethyl)cyclobutane-1-carbonyl]-2,3,4,5-tetrahydro-2,5-methanopyrido[3,4-f][1,4]oxazepine-9-carbonitrile